(3-ethoxypropyl)mercury bromide C(C)OCCC[Hg]Br